ethyl-6-(2-phenylpropoxy)-[1,2,4]triazolo[1,5-a]pyridine C(C)C1=NN2C(C=CC(=C2)OCC(C)C2=CC=CC=C2)=N1